(2-(4-aminopiperidin-1-yl)pyridin-4-yl)(2-methylbenzo[d]oxazol-6-yl)methanone NC1CCN(CC1)C1=NC=CC(=C1)C(=O)C1=CC2=C(N=C(O2)C)C=C1